((3,5-di-tert-butylphenyl)ethynyl)trimethylsilane C(C)(C)(C)C=1C=C(C=C(C1)C(C)(C)C)C#C[Si](C)(C)C